BrCC=1C(=CN=NC1)C1=NN(C(=C1)NC(CCC1=CC(=C(C=C1)Cl)F)=O)COCC[Si](C)(C)C N-(3-(5-(Bromomethyl)pyridazin-4-yl)-1-((2-(trimethylsilyl)ethoxy)methyl)-1H-pyrazol-5-yl)-3-(4-chloro-3-fluorophenyl)propanamide